benzyl 4-(2-{2-[(tert-butoxycarbonyl)amino]ethoxy}ethyl)piperazine-1-carboxylate C(C)(C)(C)OC(=O)NCCOCCN1CCN(CC1)C(=O)OCC1=CC=CC=C1